(3-methylquinuclidin-3-yl)piperidine CC1(CN2CCC1CC2)N2CCCCC2